CC1(C(C1)C1=CC=C(C=C1)C1=CC=CC=C1)C 4-(2,2-dimethylcyclopropyl)-1,1'-biphenyl